(1-(4-bromophenyl)-3-(4-fluorophenyl)-1H-pyrazol-4-yl)-3-(4-hydroxyphenylethyl)oxazolidin-4-one BrC1=CC=C(C=C1)N1N=C(C(=C1)C1OCC(N1CCC1=CC=C(C=C1)O)=O)C1=CC=C(C=C1)F